3-hydroxy-N-(4-(methoxymethoxy)phenyl)-N-phenylpropionamide OCCC(=O)N(C1=CC=CC=C1)C1=CC=C(C=C1)OCOC